(E)-1-(9-ethyl-6-morpholino-8-(pyridin-4-yl)-9H-purin-2-yl)ethan-1-one O-benzyl oxime C(C1=CC=CC=C1)O\N=C(/C)\C1=NC(=C2N=C(N(C2=N1)CC)C1=CC=NC=C1)N1CCOCC1